N1=C2C(=CC=C1)OC1=C(C[C@@H]2CNCC)C=CC=C1 |o1:10| (R*)-1-(10,11-dihydrobenzo-[6,7]oxepino[3,2-b]pyridin-11-yl)-N-ethylmethanamine